1,2-propylene glycol methacrylate C(C(=C)C)(=O)O.C(C(C)O)O